rac-N-[(3R,4S)-1,3-dimethylpiperidin-4-yl]-2-{3-[(4-methane-sulfonyl-2-methoxy-phenyl)amino]prop-1-yn-1-yl}-1-(2,2,2-trifluoroethyl)-1H-indol-4-amine CN1C[C@H]([C@H](CC1)NC=1C=2C=C(N(C2C=CC1)CC(F)(F)F)C#CCNC1=C(C=C(C=C1)S(=O)(=O)C)OC)C |r|